2-phenyl-5-(4,4,5,5-tetramethyl-1,3,2-dioxaborolan-2-yl)thiazole C1(=CC=CC=C1)C=1SC(=CN1)B1OC(C(O1)(C)C)(C)C